trimethylphosphate COP(=O)(OC)OC